6'-bromo-8'-methyl-3-methylidene-2'H-spiro[bicyclo[2.2.1]heptane-2,3'-imidazo[1,5-a]pyridine]-1',5'-dione BrC1=CC(=C2N(C1=O)C1(NC2=O)C2CCC(C1=C)C2)C